9,11beta-epoxy-17,21-dihydroxyl-16alpha-methyl-9beta-pregna-1,4-diene-3,20-dione O[C@]1(C(CO)=O)[C@@H](C[C@H]2[C@@H]3CCC4=CC(C=C[C@]4(C)[C@]34[C@H](C[C@]12C)O4)=O)C